CC(=O)C(=S)[C@@](C(=O)C)([C@](C(=O)C)([C@]([C@@H](CO)O)(C(=O)C)O)O)O tetraacetylthioglucose